C(C)C(C)O[Si](OCC)(OCC)C ethyl-methyl-triethoxysilane